ClC1=C(C=C(C(=C1)F)OC)C1=CC=2NC(N(C(C2S1)=O)C=1C2=C(C=NC1)N=NN2C2CC2)=O 6-(2-chloro-4-fluoro-5-methoxyphenyl)-3-(1-cyclopropyl-1H-[1,2,3]triazolo[4,5-c]pyridin-7-yl)thieno[3,2-d]pyrimidine-2,4(1H,3H)-dione